tert-butyl 4-oxo-2-(1-phenylcyclopropyl)-5,7-dihydro-3H-pyrrolo[3,4-d]pyrimidine-6(4H)-carboxylate O=C1C2=C(N=C(N1)C1(CC1)C1=CC=CC=C1)CN(C2)C(=O)OC(C)(C)C